N-(2-carbamoylethyl)-4-{1-[4-chloro-3-({1-[4-(2-cyclopropoxyphenyl)pyridin-3-yl]cyclopropoxy}methyl)phenyl]sulfanyl}-N-[(2S,3R,4R,5R)-2,3,4,5,6-pentahydroxyhexyl]butanamide C(N)(=O)CCN(C(CCCSC1=CC(=C(C=C1)Cl)COC1(CC1)C=1C=NC=CC1C1=C(C=CC=C1)OC1CC1)=O)C[C@@H]([C@H]([C@@H]([C@@H](CO)O)O)O)O